5-(imidazo[1,2-a]pyridin-6-yl)-N-((4r,7r)-1-oxaspiro[3.5]nonan-7-yl)-7H-pyrrolo[2,3-d]pyrimidin-2-amine N=1C=CN2C1C=CC(=C2)C2=CNC=1N=C(N=CC12)NC1CCC2(CCO2)CC1